C(C)NCCNCC N,N'-diethylethylendiamine